(3aS,6aS)-hexahydropyrrolo[3,4-b]Pyrrole methyl-(Z)-2-((dimethylamino)methylene)-3-oxobutanoate COC(\C(\C(C)=O)=C/N(C)C)=O.N1C=2[C@@H](CC1)CNC2